tertiary butylhydroxytoluene C(C)(C)(C)C(C1=CC=CC=C1)O